O1COC2=C1C=CC=C2C[C@@H](CNC(=O)NCC2=CC(=CC=C2)F)N(C)C ((S)-3-(benzo[d][1,3]dioxol-4-yl)-2-(dimethylamino)propyl)-3-(3-fluorobenzyl)urea